N-methyl-2-({3-[(E)-2-{6-[2-(pyrrolidin-1-yl)ethoxy]pyridine-3-yl}vinyl]-1H-indazol-6-yl}thio)benzamide CNC(C1=C(C=CC=C1)SC1=CC=C2C(=NNC2=C1)\C=C\C=1C=NC(=CC1)OCCN1CCCC1)=O